6-(2,6-difluoro-4-(2-(methyl-d3)-2H-indazol-4-yl)benzyl)-3-(2-(pyridin-2-yl)ethoxy)-6,7-dihydro-5H-pyrrolo[3,4-b]pyridin-5-one-7,7-d2 FC1=C(CN2C(C3=NC=C(C=C3C2=O)OCCC2=NC=CC=C2)([2H])[2H])C(=CC(=C1)C=1C2=CN(N=C2C=CC1)C([2H])([2H])[2H])F